benzamidohexanoic acid C(C1=CC=CC=C1)(=O)NC(C(=O)O)CCCC